2-((S)-5H-imidazo[5,1-a]isoindol-5-yl)cyclobutan-1-ol C=1N=CN2C1C1=CC=CC=C1[C@@H]2C2C(CC2)O